ethyl 3-(dimethylamino)-prop-2-enoate CN(C=CC(=O)OCC)C